C(C)(C)C=1CC[C@@H]2[C@]3(CCC[C@]([C@@H]3CC=C2C1)(C(=O)NC1=CC=C(C=C1)OCC1=NC=CC=C1)C)C (1R,4aR,4bR,10aR)-7-isopropyl-1,4a-dimethyl-N-(4-(pyridin-2-ylmethoxy)phenyl)-1,2,3,4,4a,4b,5,6,10,10a-decahydrophenanthrene-1-carboxamide